(S)-2-(1-methyl-1H-pyrazol-4-yl)-N-(2-methyl-5-(4-(2-methylpyrrolidin-1-yl)butanamido)pyridin-3-yl)pyrazolo[5,1-b]thiazole-7-carboxamide CN1N=CC(=C1)C1=CN2C(S1)=C(C=N2)C(=O)NC=2C(=NC=C(C2)NC(CCCN2[C@H](CCC2)C)=O)C